[N-](S(=O)(=O)C(F)(F)F)S(=O)(=O)C(F)(F)F.C[N+]1(CCCCC1)CCC N-methyl-N-propylpiperidinium bis(trifluoromethylsulfonyl)imide